NC=1C(=NC(=CC1C)Cl)O amino-6-chloro-4-methylpyridin-2-ol